8-(1-hydroxyethyl)-6-methyl-2-(4-methyl-1-piperidinyl)chromen-4-one OC(C)C=1C=C(C=C2C(C=C(OC12)N1CCC(CC1)C)=O)C